N(=C=O)C1=C(C=CC=C1)C(=O)C1=CC=CC=C1 (2-isocyanatophenyl)(phenyl)methanone